NC[C@H](CC(=O)O)C[C@@H](CC)C (3S,5R)-3-(aminomethyl)-5-methylheptanoic acid